[Zr].CN(C(C)O)C (1-(dimethylamino)ethanol) zirconium